COC(=C(C(=O)OCC(O)CO)OC)C1=CC=CC=C1 glycerol dimethoxycinnamate